C(C(C)C)N(C1CCC(CC1)N1C(NC2=C1C=C(C(=C2)C=2C=C(C=1N(C2)N=CN1)OC)C(C)C)=O)CC(C)C 1-((1r,4r)-4-(diisobutylamino)cyclohexyl)-6-isopropyl-5-(8-methoxy-[1,2,4]triazolo[1,5-a]pyridin-6-yl)-1,3-dihydro-2H-benzo[d]imidazol-2-one